COC1=CC=C(C=C1)COC(=O)CC2=CC=CC=C2 ANISYL PHENYLACETATE